O=C1NC2=C(SC=3N=CC=C(N1C1=CC=C(C=C1)OC1=CC=CC=C1)C32)C(=O)NC3CC(CC3)NC(OC(C)(C)C)=O racemic-tert-butyl (3-(4-oxo-5-(4-phenoxyphenyl)-4,5-dihydro-3H-1-thia-3,5,8-triazaacenaphthylene-2-carboxamido)cyclopentyl)carbamate